1-iodoheptan-2-one ICC(CCCCC)=O